C(=O)C1=C(C=CC=C1)CC#N 2-(2-formylphenyl)acetonitrile